Cl.C(C)N(C1=NC=C(C=N1)C1=C2C=C(C(=CC2=CC2=C1C(OC2)=O)OC)OC)C(C)C 9-(2-(ethyl(isopropyl)amino)pyrimidin-5-yl)-6,7-dimethoxynaphtho[2,3-c]furan-1(3H)-one hydrochloride